C1(CC1)C1OC(C(CO1)C(=O)O)=CO 4-cyclopropyl-(hydroxy)methylene-3,5-dioxancarboxylic acid